(1S,2S,4R,SR)-4-((5-(methylthio)pyrimidin-2-yl)amino)bicyclo[3.1.0]hexan-2-ol CSC=1C=NC(=NC1)N[C@@H]1C[C@@H]([C@H]2C[C@H]12)O |&1:14|